calcium 2-(tert-butyl)-2-decylpropanate C(C)(C)(C)C(C(=O)[O-])(C)CCCCCCCCCC.[Ca+2].C(C)(C)(C)C(C(=O)[O-])(C)CCCCCCCCCC